1lambda6-thiomorpholine-1,1-dione N1CCS(CC1)(=O)=O